C(#N)N1C[C@H](CC1)C(=O)NC=1SC(=CN1)C=1C=C2C(=NNC2=CC1)C (S)-1-cyano-N-(5-(3-methyl-1H-indazol-5-yl)thiazol-2-yl)pyrrolidine-3-carboxamide